CC1=NOC(=N1)CCC=1C=C2C(=NC=NC2=CC1)N1CC2(C1)CCN(CC2)CC2CCC(CC2)NS(=O)(=O)CC N-((1R,4R)-4-((2-(6-(2-(3-methyl-1,2,4-oxadiazol-5-yl)ethyl)quinazolin-4-yl)-2,7-diazaspiro[3.5]nonan-7-yl)methyl)cyclohexyl)ethanesulfonamide